BrCC(=O)N[C@H]1CN(C[C@H](C1)C)C1=C2C=CC=NC2=C(C=C1)C(F)(F)F 2-bromo-N-((3R,5S)-5-methyl-1-(8-(trifluoromethyl)quinolin-5-yl)piperidin-3-yl)acetamide